5-tertiary butyl-hydroquinone C(C)(C)(C)C=1C(=CC=C(O)C1)O